3-(Imidazo[1,2-a]pyridin-2-ylmethyl)-7-methoxy-5-methyl-3,5-dihydro-4H-pyridazino[4,5-b]indol-4-one N=1C(=CN2C1C=CC=C2)CN2N=CC1=C(N(C=3C=C(C=CC13)OC)C)C2=O